FC1=CC=C2C=CN=CC2=C1F 7,8-difluoroisoquinoline